7-bromo-5H-chromeno[2,3-c]pyridin-5-one BrC=1C=C2C(C3=C(C=NC=C3)OC2=CC1)=O